bis(2-propynyl)(vinyl)phosphine oxide C(C#C)P(C=C)(CC#C)=O